7-(1-aminoethyl)-4-(o-tolyl)-2H-chromen-2-one NC(C)C1=CC=C2C(=CC(OC2=C1)=O)C1=C(C=CC=C1)C